CN1N=C2C=CC=C(C2=C1)C1=NN(C2=C(C=CC=C12)C)C=1C=CC(=NC1)N1CCC(CC1)C(C)=O 1-[1-(5-{2',7-dimethyl-1H,2'H-[3,4'-biindazol]-1-yl}pyridin-2-yl)piperidin-4-yl]ethan-1-one